FC=1C=C(C=CC1)NC(=O)C1=CN(C2=CC=CC=C12)C1=CC=CC=C1 N-(3-fluorophenyl)-1-phenyl-1H-indole-3-carboxamide